3-(4-Phenoxyphenyl)-3-(5-(2-(5,6,7,8-tetrahydro-1,8-naphthyridin-2-yl)eth-oxy)-1H-indazol-1-yl)propanoic acid O(C1=CC=CC=C1)C1=CC=C(C=C1)C(CC(=O)O)N1N=CC2=CC(=CC=C12)OCCC1=NC=2NCCCC2C=C1